OC1(CC(C1)C(=O)N1CC2(C1)C[C@@H](CC2)OC2=C(C=C(C=C2)C(F)(F)F)C)C |r| (rac)-((1s,3s)-3-hydroxy-3-methylcyclobutyl)(6-(2-methyl-4-(trifluoromethyl)phenoxy)-2-azaspiro[3.4]oct-2-yl)methanone